N1=C(C=CC=2NCC(=CC12)C#N)C#N 5,6-dihydro-1,5-naphthyridine-2,7-dicarbonitrile